O=C1C(C(C2=CC(=CC=C12)C(=O)C=1C=C2C(C(C(C2=CC1)=O)C(CN1C(CCC1)=O)=O)=O)=O)C(CN1C(CCC1)=O)=O 5-{1,3-dioxo-2-[2-(2-oxopyrrolidin-1-yl)acetyl]-2,3-dihydro-1H-indene-5-carbonyl}-2-[2-(2-oxopyrrolidin-1-yl)acetyl]-2,3-dihydro-1H-indene-1,3-dione